C(C)(C)(C)OC(=O)N[C@@H](C(=O)OCC1=CC=CC=C1)CCI Benzyl (2R)-2-{[(tert-butoxy)carbonyl]amino}-4-iodobutanoate